((2R,3R,4R)-3-(benzoyloxy)-5-chloro-4-fluoro-4-methyltetrahydrofuran-2-yl) methylbenzoate CC1=C(C(=O)O[C@@H]2OC([C@]([C@@H]2OC(C2=CC=CC=C2)=O)(C)F)Cl)C=CC=C1